1,2-bis(4-aminophenyl)ethylene NC1=CC=C(C=C1)C=CC1=CC=C(C=C1)N